(+/-)-borneol CC1(C)C2CCC1(C)C(O)C2